3-(3-butylpropanyl)quinoline ((1S,5R)-2-butylpropanyl)acetate C(CCC)C(CCC(=O)O)C.C(CCC)CCCC=1C=NC2=CC=CC=C2C1